(R)-N-(3-chloro-2-fluorophenylmethyl)-2-(1-hydroxypropan-2-ylamino)acetamide ClC=1C(=C(C=CC1)CNC(CN[C@@H](CO)C)=O)F